O1CCOC12CC=C(CC2)C2=C(C=O)C=CC=C2 2-(1,4-dioxaspiro[4.5]decane-7-en-8-yl)benzaldehyde